C(#N)CCCC1=CN(C2=NC=CC(=C21)OC2=C(C=C(C=C2F)NC(=O)NCC2(COC2)F)F)S(=O)(=O)C2=CC=C(C=C2)C N-(4-{[3-(3-cyanopropyl)-1-(4-methylbenzene-1-sulfonyl)-1H-pyrrolo[2,3-b]pyridin-4-yl]oxy}-3,5-difluorophenyl)-N'-[(3-fluorooxetan-3-yl)methyl]urea